benzene isonitrile rhodium (I) [Rh+].N#[C-].C1=CC=CC=C1